N-5-methylisoxazolyl-3-formyl-S-methyl-L-cysteinyl-S-methyl-L-cysteinyl-L-phenylalanyl-methyloxirane CC1=CC(=NO1)N[C@@H](C(SC)C=O)C(=O)N[C@@H](CSC)C(=O)N[C@@H](CC1=CC=CC=C1)C(=O)C1(OC1)C